[3-(4-bromopyridin-2-yl)-3-chloropropyl]dimethylamine BrC1=CC(=NC=C1)C(CCN(C)C)Cl